COC([C@@H](N(C(=O)C1CCNCC1)C)C(C)C)=O N-methyl-N-(piperidine-4-carbonyl)-L-valine methyl ester